N[C@H](C(=O)O)CC1=CC(=C(C=C1)O)C (S)-2-amino-3-(4-hydroxy-3-methylphenyl)propionic acid